di-(2,2-dimethylheptyl) phthalate C(C=1C(C(=O)OCC(CCCCC)(C)C)=CC=CC1)(=O)OCC(CCCCC)(C)C